C(C)(=O)C=1C=C(OCC(=O)OC(C)(C)C)C=CC1N1N=CC=C1 tert-butyl [3-acetyl-4-(1H-pyrazol-1-yl)phenoxy]acetate